7-(5-Chloro-4-(2-(dimethylphosphoryl)phenylamino)pyrimidin-2-ylamino)-2,3-dihydrobenzofuran-4-carboxylic acid ClC=1C(=NC(=NC1)NC=1C=CC(=C2CCOC21)C(=O)O)NC2=C(C=CC=C2)P(=O)(C)C